isopropenyl-potassium C(=C)(C)[K]